(E)-1-(6-(4-chlorophenyl)imidazo[2,1-b]thiazol-5-yl)-N-(3,4-dichlorophenethyl)methanimine ClC1=CC=C(C=C1)C=1N=C2SC=CN2C1\C=N\CCC1=CC(=C(C=C1)Cl)Cl